C(C)C=1C=C(N(N1)C)C(=O)N1CCC2(C(C2)CNC(=O)C2=CC=3C(=CN=CC3)O2)CC1 N-[[6-(5-ethyl-2-methyl-pyrazole-3-carbonyl)-6-azaspiro[2.5]octan-2-yl]methyl]furo[2,3-c]pyridine-2-carboxamide